N-(Fmoc)hydrazine C(=O)(OCC1C2=CC=CC=C2C2=CC=CC=C12)NN